COC1=C2C(=[N+](C=C1)[O-])C1(CCOCC1)OC2 4-Methoxy-2',3',5',6'-tetrahydro-5H-spiro[furo[3,4-b]pyridine-7,4'-pyran]-1-oxide